FC(OC1=NN(C=C1NC1=NC=CC=N1)C1CCN(CC1)C1CCOCC1)F N-(3-(difluoromethoxy)-1-(1-(tetrahydro-2H-pyran-4-yl)piperidin-4-yl)-1H-pyrazol-4-yl)pyrimidin-2-amine